N-(4-(4-amino-5-(4-(5-fluoropyrimidin-2-yloxy)cyclohex-1-enyl)-7-methyl-7H-pyrrolo[2,3-d]pyrimidin-6-yl)phenyl)methacrylamide 4-[2-(3,5-dihydroxyphenyl)ethyl]phenolate OC=1C=C(C=C(C1)O)CCC1=CC=C(C=C1)[O-].NC=1C2=C(N=CN1)N(C(=C2C2=CCC(CC2)OC2=NC=C(C=N2)F)C2=CC=C(C=C2)NC(C(=C)C)=O)C